C(#N)C=1C(=C(C(=CC1)F)NC=1N(C2=NC(=NC=C2N1)NC1CCOCC1)C1CCC(CC1)C(=O)N)F (1s,4s)-4-(8-(3-cyano-2,6-difluorophenylamino)-2-(tetrahydro-2H-pyran-4-ylamino)-9H-purin-9-yl)cyclohexanecarboxamide